O1CC(CC1)CN1C(=NC2=C1C=CC(=C2)C(=O)O)NC=2OC1=C(N2)C=CC(=C1)OC(F)(F)F 1-((tetrahydrofuran-3-yl)methyl)-2-((6-(trifluoromethoxy)-benzo[d]oxazol-2-yl)amino)-1H-benzo[d]imidazole-5-carboxylic acid